[N+](=O)([O-])C=1C(=C(C(=C(C1)C(=O)N)C)C)[N+](=O)[O-] dinitroxylamide